N-(3-(3-(2,6-Dioxopiperidin-3-yl)benzofuran-5-yl)prop-2-yn-1-yl)-5-(8-(7-isopropyl-1,3-dimethyl-2-oxo-2,3-dihydro-1H-benzo[d]imidazol-5-yl)isoquinolin-3-yl)picolinamide O=C1NC(CCC1C1=COC2=C1C=C(C=C2)C#CCNC(C2=NC=C(C=C2)C=2N=CC1=C(C=CC=C1C2)C2=CC1=C(N(C(N1C)=O)C)C(=C2)C(C)C)=O)=O